C1(=CC=C(C=C1)C[C@H](C[C@H](C(=O)O)C)NC(=O)OC(C)(C)C)C1=CC=CC=C1 (2R,4S)-5-([1,1'-biphenyl]-4-yl)-4-((tert-butoxycarbonyl)amino)-2-methylpentanoic acid